C[C@H]1N(CCN(C1)C=1C2=C(N=CN1)N(C=C2B2OC(C(O2)(C)C)(C)C)S(=O)(=O)C2=CC=C(C)C=C2)C(=O)OC(C)(C)C tert-butyl (R)-2-methyl-4-(5-(4,4,5,5-tetramethyl-1,3,2-dioxaborolan-2-yl)-7-tosyl-7H-pyrrolo[2,3-d]pyrimidin-4-yl)piperazine-1-carboxylate